(S)-2-(4-(3'-(benzofuran-7-carboxamido)-[1,1'-biphenyl]-4-yl)-2,3,9-trimethyl-6H-thieno[3,2-f][1,2,4]triazolo[4,3-a][1,4]diazepin-6-yl)acetic acid O1C=CC2=C1C(=CC=C2)C(=O)NC=2C=C(C=CC2)C2=CC=C(C=C2)C2=N[C@H](C=1N(C3=C2C(=C(S3)C)C)C(=NN1)C)CC(=O)O